(6-(3-methyl-2-oxoimidazolin-1-yl)-2-azabicyclo[2.2.1]heptan-2-yl)-3-((4-(piperidin-4-yl)phenyl)amino)pyrazine-2-carboxamide CN1C(N(CC1)C1CC2CN(C1C2)C=2N=C(C(=NC2)C(=O)N)NC2=CC=C(C=C2)C2CCNCC2)=O